C1(CC1)C1=CC2=CN(N=C2C=C1)C=1C=C2C(=CN1)N(N=C2)CC(C(F)(F)F)(F)F 5-(5-cyclopropylindazol-2-yl)-1-(2,2,3,3,3-pentafluoropropyl)pyrazolo[3,4-c]-pyridine